C(C)(C)(C)C1=CC(=NC=C1)N1C2=CC=CC=C2C=2C=CC(=CC12)OC1=CC2=C(OC3=C2C=CC=C3)C(=C1)C1=NC=CC(=C1)C(C)(C)C 9-(4-(tert-butyl)-pyridin-2-yl)-2-((4-(4-(tert-butyl)-pyridin-2-yl)dibenzo[b,d]furan-2-yl)oxy)-9H-carbazole